(3-(7-fluoro-2-(1-methyl-1H-pyrazol-4-yl)imidazo[1,2-b]pyridazin-8-yl)-3,8-diazabicyclo[3.2.1]oct-8-yl)((1S,2R)-2-fluorocyclopropyl)methanone FC1=C(C=2N(N=C1)C=C(N2)C=2C=NN(C2)C)N2CC1CCC(C2)N1C(=O)[C@H]1[C@@H](C1)F